CC=1C=C(C=NNC2=C3N=CN(C3=NC(=N2)N2CCOCC2)C2=CC(=CC=C2)C(F)(F)F)C=CC1 4-(6-(2-(3-methylbenzylidene)hydrazinyl)-9-(3-(trifluoromethyl)phenyl)-9H-purin-2-yl)morpholine